NC1=NC2=CC=C(C(=C2C=N1)Cl)Cl 2-amino-5,6-dichloroquinazoline